FC(C(=O)O)(F)F.O=C1NC(CCC1NC(=O)C1=NC=C(C=C1)N1CCNCC1)=O N-(2,6-dioxopiperidin-3-yl)-5-(piperazin-1-yl)pyridine-2-carboxamide trifluoroacetate